C1(CC1)CN(C1=CC(N(C=2C=CC(=NC12)C#N)C)=O)C=1C=C(C=CC1)C1=CC(=CC=C1)O 8-((cyclopropylmethyl)(3'-hydroxy-[1,1'-biphenyl]-3-yl)amino)-5-methyl-6-oxo-5,6-dihydro-1,5-naphthyridine-2-carbonitrile